2-(5-fluoro-2-hydroxyphenyl)-4,5-diphenylimidazole FC=1C=CC(=C(C1)C=1NC(=C(N1)C1=CC=CC=C1)C1=CC=CC=C1)O